N-(2-chloropyrimidin-4-yl)-2-fluoro-4-iodobenzamide ClC1=NC=CC(=N1)NC(C1=C(C=C(C=C1)I)F)=O